N1(N=NC2=C1C=CC=C2)OC(=[N+](C)C)N(C)C 2-(1H-benzotriazol-1-yl)-1,1,3,3-tetramethyl-uronium